(3R)-3-(4-chlorophenyl)-4-fluoro-2-[(5-fluoropyridin-2-yl)methyl]-6-[1-hydroxy-1-(1-methyl-1H-pyrazol-4-yl)ethyl]-3-[(1-hydroxycyclopropyl)methoxy]-2,3-dihydro-1H-isoindol-1-one ClC1=CC=C(C=C1)[C@@]1(N(C(C2=CC(=CC(=C12)F)C(C)(C=1C=NN(C1)C)O)=O)CC1=NC=C(C=C1)F)OCC1(CC1)O